6-ethyl-3-(6-(methylthio)pyrimidin-4-yl)imidazo[1,2-b]pyridazine C(C)C=1C=CC=2N(N1)C(=CN2)C2=NC=NC(=C2)SC